3,4-dehydroproline C1C=CC(N1)C(=O)O